2-(4-fluoro-2-hydroxyphenyl)-4-isopropyl-5-methylimidazole FC1=CC(=C(C=C1)C=1NC(=C(N1)C(C)C)C)O